ethyl 5-amino-1-methyl-1H-imidazole-2-carboxylate NC1=CN=C(N1C)C(=O)OCC